NC1=CC=C(C=C1)CC1=CC=C(N)C=C1 4-[(4-aminophenyl)methyl]aniline